4-(2-(bicyclo[1.1.1]pentan-1-ylamino)-2-oxoacetyl)-1,3-dimethyl-1H-pyrrole-2-carbonyl chloride C12(CC(C1)C2)NC(C(=O)C=2C(=C(N(C2)C)C(=O)Cl)C)=O